N-(8,9-Difluoro-6-oxo-1,2,3,4,5,6-hexahydrobenzo[c][1,7]naphthyridin-1-yl)-3'-fluoro-N-methyl-[1,1'-biphenyl]-3-carboxamide FC=1C(=CC2=C(C(NC=3CNCC(C23)N(C(=O)C=2C=C(C=CC2)C2=CC(=CC=C2)F)C)=O)C1)F